CC=1C=C(C=CC1)N1C(C=2C(C1=O)=CC=CC2)=O N-(3-methylphenyl)phthalimide